2-(4-methylpiperazin-1-yl)ethyl 4-{[6-(5-chloro-2-fluorophenyl)-2H,3H,4H-pyrido[3,2-b][1,4]-oxazin-8-yl]amino}pyridine-3-carboxylate ClC=1C=CC(=C(C1)C=1C=C(C=2OCCNC2N1)NC1=C(C=NC=C1)C(=O)OCCN1CCN(CC1)C)F